2-(5-fluoro-2-nitrophenyl)-N,N-dimethylacetamide FC=1C=CC(=C(C1)CC(=O)N(C)C)[N+](=O)[O-]